CC1(C(C(C1O)(C)C)O)C 2,2,4,4-tetra-methyl-1,3-cyclobutanediol